NCCCOCCOCCOCCCNC(OCC1=CC=CC=C1)=O Benzyl (3-(2-(2-(3-aminopropoxy)ethoxy)ethoxy)propyl)carbamate